FC=1C=C(COC2(COC2)C2=CC(=C(C=C2F)N=CN(C)CC)C)C=C(C1)F N'-(4-(3-((3,5-difluorobenzyl)oxy)oxetan-3-yl)-5-fluoro-2-methylphenyl)-N-ethyl-N-methylformimidamide